(2R)-2-methyl-4-oxo-3,6,9,16,22-pentazatetracyclo[14.5.2.05,10.019,23]tricosa-1(22),5(10),6,8,17,19(23),20-heptaene-17-carbaldehyde C[C@@H]1C=2C=CC=3C=C(N(CCCCCC=4N=CC=NC4C(N1)=O)C3N2)C=O